CC[C@H](C)[C@H]1C(=O)/C(=C(\\C)/[O-])/C(=O)N1 The molecule is an organic anion that is the carbanion obtained by removal of the acidic proton from position 3 of tenuazonic acid; major speies at pH 7.3. It is a conjugate base of a tenuazonic acid.